2-chloro-5-(triphenylen-2-yl)thiophene ClC=1SC(=CC1)C1=CC=2C3=CC=CC=C3C3=CC=CC=C3C2C=C1